triisopropyl-Chlorosilane C(C)(C)[Si](Cl)(C(C)C)C(C)C